methyl 5-(6-chloro-1,3-benzodiazol-1-yl)-1,3-thiazole-2-carboxylate ClC=1C=CC2=C(N(C=N2)C2=CN=C(S2)C(=O)OC)C1